C(C)C=1N=NC=CC1C(=O)NC=1C=C2CCC(NC2=C(C1)C)=O 3-ethyl-N-(8-methyl-2-oxo-3,4-dihydro-1H-quinolin-6-yl)pyridazine-4-carboxamide